ClC=1C=C2C=C(NC2=CC1OCC1=NOC=C1)C(C)NC(=O)C1(CC1)C N-(1-(5-chloro-6-(isoxazol-3-ylmethoxy)-1H-indol-2-yl)ethyl)-1-methylcyclopropane-1-carboxamide